CNC(C)C=1C(=NON1)NC(OC(C)(C)C)=O Tert-butyl N-[4-[1-(methylamino)ethyl]-1,2,5-oxadiazol-3-yl]carbamate